N-(4-amino-2-chlorobenzyl)-6'-fluoro-4'-oxo-3',4'-dihydro-1'H-spiro[piperidine-4,2'-quinoline]-1-carboxamide NC1=CC(=C(CNC(=O)N2CCC3(NC4=CC=C(C=C4C(C3)=O)F)CC2)C=C1)Cl